C(C1=CC=CC=C1)OC1=C(C(=O)OCC2=CC=CC=C2)C=CC(=C1)N(CC1=CC=C(C=C1)C=1CCOCC1)C(=O)OC(C)(C)C benzyl 2-(benzyloxy)-4-((tert-butoxycarbonyl)(4-(3,6-dihydro-2H-pyran-4-yl)benzyl)amino)benzoate